2-vinyl-ethanol C(=C)CCO